2-((1-ethyl-1H-pyrazol-3-yl)methyl)-6-(phenylsulfonyl)phthalazin-1(2H)-one C(C)N1N=C(C=C1)CN1C(C2=CC=C(C=C2C=N1)S(=O)(=O)C1=CC=CC=C1)=O